C(#C)[C@@]1(O[C@H](C[C@@H]1OC(C1=CC=CC=C1)(C1=CC=CC=C1)C1=CC=C(C=C1)OC)N1C2=NC(=NC(=C2N=C1)NC(C1=CC=CC=C1)(C1=CC=CC=C1)C1=CC=C(C=C1)OC)F)CO ((2R,3S,5R)-2-ethynyl-5-(2-fluoro-6-(((4-methoxyphenyl)diphenylmeth-yl)amino)-9H-purin-9-yl)-3-((4-methoxyphenyl)diphenylmethoxy)tetrahydrofuran-2-yl)methanol